N-[2-(p-toluenesulfonyloxy)phenyl]-N'-[2-(butanesulfonyloxy)phenyl]urea CC1=CC=C(C=C1)S(=O)(=O)OC1=C(C=CC=C1)NC(=O)NC1=C(C=CC=C1)OS(=O)(=O)CCCC